3-(2-amino-7-methyl-1H-benzo[d]imidazol-4-yl)-6-((2-aminoethyl)sulfonyl)-2-(2H-tetrazol-5-yl)benzenesulfonamide NC1=NC2=C(N1)C(=CC=C2C=2C(=C(C(=CC2)S(=O)(=O)CCN)S(=O)(=O)N)C=2N=NNN2)C